C(C)(C)(C)C=1C=C(C=C(C1O)C(C)(C)C)C(=O)O 3,5-di-t-butyl-4-hydroxyphenylcarboxylic acid